pyridinecarboxamide tri-hydrochloride Cl.Cl.Cl.N1=C(C=CC=C1)C(=O)N